ClC=1C=C(N)C=C(C1OC=1N=NC(=C(C1)C(C)C)Cl)Cl 3,5-dichloro-4-((6-chloro-5-isopropyl-pyridazine-3-yl)oxy)aniline